1,4-cyclohexane-bis-benzamide C1(CCC(CC1)C1=CC=CC=C1C(=O)N)C1=CC=CC=C1C(=O)N